(2-bromothiophen-3-yl)methyl cyclopentyl(methyl)carbamate C1(CCCC1)N(C(OCC1=C(SC=C1)Br)=O)C